tert-butyl 4-(3-(((1r,4r)-4-((tert-butoxycarbonyl)amino)cyclohexyl)(2-(2,6-dioxopiperidin-3-yl)-1-oxoisoindolin-4-yl)amino)propyl)piperidine-1-carboxylate C(C)(C)(C)OC(=O)NC1CCC(CC1)N(CCCC1CCN(CC1)C(=O)OC(C)(C)C)C1=C2CN(C(C2=CC=C1)=O)C1C(NC(CC1)=O)=O